Ethyl 6-(N-(6-(8-(benzo[d]thiazol-2-ylcarbamoyl)-3,4-dihydroisoquinolin-2(1H)-yl)-3-(1-(cyclopentylmethyl)-5-methyl-1H-pyrazol-4-yl)picolinoyl)sulfamoyl)hexanoate S1C(=NC2=C1C=CC=C2)NC(=O)C=2C=CC=C1CCN(CC21)C2=CC=C(C(=N2)C(=O)NS(=O)(=O)CCCCCC(=O)OCC)C=2C=NN(C2C)CC2CCCC2